OC(=O)C(F)(F)F.ONC(C1=CC=C(C=C1)OCCNC1C(C1)C1=CC=CC=C1)=O N-hydroxy-4-(2-((2-phenylcyclopropyl)amino)ethoxy)benzamide TFA Salt